N-(5,6-difluoro-1H-indol-3-yl)octane-1-sulfonamide FC=1C=C2C(=CNC2=CC1F)NS(=O)(=O)CCCCCCCC